1,2,6-trimethyl-4-(4-nitrophenyl)-1,2,3,6-tetrahydropyridine CN1C(CC(=CC1C)C1=CC=C(C=C1)[N+](=O)[O-])C